[NH4+].C(CCCCC)OP([O-])([O-])=O.[NH4+] phosphoric acid hexyl ester ammonium salt